(S)-2-((S)-2-amino-3-methylbutanamido)-N-(4-((tert-butyldimethylsilyl)oxy)phenyl)-6-((diphenyl(p-tolyl)methyl)amino)hexanamide N[C@H](C(=O)N[C@H](C(=O)NC1=CC=C(C=C1)O[Si](C)(C)C(C)(C)C)CCCCNC(C1=CC=C(C=C1)C)(C1=CC=CC=C1)C1=CC=CC=C1)C(C)C